OC1C2=C(SC(=C2)C(C(F)F)(F)F)C2(C[C@@H](N(CC2)C(=O)OC(C)(C)C)C)OC1 tert-butyl (2'S)-4-hydroxy-2'-methyl-2-(1,1,2,2-tetrafluoroethyl)spiro[4,5-dihydrothieno[2,3-c]pyran-7,4'-piperidine]-1'-carboxylate